C=1(C(=CC=CC1)C(=O)[O-])C1=CC=CC=C1 biphenyl-2-carboxylate